(S)-1-(4-aminopiperazin-1-yl)-2-(4-(4-chlorophenyl)-2,3,9-trimethyl-6H-thieno[3,2-f][1,2,4]triazolo[4,3-a][1,4]diazepin-6-yl)ethanone NN1CCN(CC1)C(C[C@H]1C=2N(C3=C(C(=N1)C1=CC=C(C=C1)Cl)C(=C(S3)C)C)C(=NN2)C)=O